8-((2s,5r)-2,5-dimethyl-4-((2,4,6-trifluorophenyl)methyl-d2)piperazin-1-yl)-5-methyl-6-oxo-5,6-dihydro-1,5-naphthyridine-2-carbonitrile C[C@@H]1N(C[C@H](N(C1)C([2H])([2H])C1=C(C=C(C=C1F)F)F)C)C1=CC(N(C=2C=CC(=NC12)C#N)C)=O